4-(4-(3,4-dichlorophenyl)-2-(morpholinomethyl)piperazine-1-carbonyl)quinoline ClC=1C=C(C=CC1Cl)N1CC(N(CC1)C(=O)C1=CC=NC2=CC=CC=C12)CN1CCOCC1